sodium 1-nonanesulfonate C(CCCCCCCC)S(=O)(=O)[O-].[Na+]